C1(=CC(=CC=C1)N=C=O)N=C=O benzene-1,3-diyldiisocyanate